2-chloro-5-fluoropyrimidine-4-carboxylate ClC1=NC=C(C(=N1)C(=O)[O-])F